F[C@@H]1CN(C[C@@H]1NC=1N=C(C2=C(N1)N=C1C(=C2C)CCC1)NC)C(=O)OC(C)(C)C tert-butyl (3R,4S)-3-fluoro-4-((5-methyl-4-(methylamino)-7,8-dihydro-6H-cyclopenta[5,6]pyrido[2,3-d]pyrimidin-2-yl)amino)pyrrolidine-1-carboxylate